2-(6-(((1R,3S,5S,6R)-6-fluoro-1,5,8-trimethyl-8-azabicyclo[3.2.1]octan-3-yl)oxy)pyridazin-3-yl)-5-(1H-imidazol-1-yl)phenol F[C@H]1[C@@]2(C[C@H](C[C@](C1)(N2C)C)OC2=CC=C(N=N2)C2=C(C=C(C=C2)N2C=NC=C2)O)C